COC1=NC(=NC(=C1C1=CNC2=NC(=CC=C21)NC(=O)[C@H]2[C@H](C2)F)OC)C (1S,2S)-N-(3-(4,6-dimethoxy-2-methylpyrimidin-5-yl)-1H-pyrrolo[2,3-b]pyridin-6-yl)-2-fluorocyclopropane-1-carboxamide